1-(2-((2-(cyclopropoxycarbonyl)-4-methylthiophen-3-yl)amino)-2-oxoethyl)-1-(2-((4-methylisoxazol-3-yl)amino)-2-oxoethyl)azepan-1-ium C1(CC1)OC(=O)C=1SC=C(C1NC(C[N+]1(CCCCCC1)CC(=O)NC1=NOC=C1C)=O)C